[SH3+].FC=1C=C(C=C)C=CC1 (m-fluorostyrene) sulfonium salt